5-[[2-[(2R,4R,5S)-4,5-Dimethyl-2-phenyl-1-piperidyl]-2-oxo-acetyl]amino]pyridine-3-carboxamide C[C@@H]1C[C@@H](N(C[C@H]1C)C(C(=O)NC=1C=C(C=NC1)C(=O)N)=O)C1=CC=CC=C1